CN1N=CC2=CC=C(C(=C12)C1=C(C(=NC=2[C@H]3[C@H](CCC12)C3)N3[C@H](C1(CN(C1)C(C=C)=O)CC3)CO)C#N)C (6aR,7aR)-4-(1,6-dimethyl-1H-indazol-7-yl)-2-((5R)-5-(hydroxymethyl)-2-(2-propenoyl)-2,6-diazaspiro[3.4]octan-6-yl)-6,6a,7,7a-tetrahydro-5H-cyclopropa[h]quinoline-3-carbonitrile